hydrazinedione N(N=O)=O